tert-butyl 4-(3-fluoro-4-((6-(pyridin-2-yl)-8,9-dihydroimidazo[1',2':1,6]pyrido[2,3-d]pyrimidin-2-yl)amino)phenyl)piperazine-1-carboxylate FC=1C=C(C=CC1NC=1N=CC2=C(N1)N1C(C(=C2)C2=NC=CC=C2)=NCC1)N1CCN(CC1)C(=O)OC(C)(C)C